FC(C(=O)O)(F)F.NC=1C(=NC(=CN1)C1=C(C=CC(=C1)C(C(F)(F)F)(C(=O)N)O)C)C(=O)NC1CCOCC1 3-amino-6-(5-(3-amino-1,1,1-trifluoro-2-hydroxy-3-oxopropan-2-yl)-2-methylphenyl)-N-(tetrahydro-2H-pyran-4-yl)pyrazine-2-carboxamide trifluoroacetate